1,4-diaminobutane di-HCl salt Cl.Cl.NCCCCN